(2R,3R)-2-amino-3-hydroxy-butyric acid N[C@@H](C(=O)O)[C@@H](C)O